BrC1=CC=C2C(C(C(NC2=C1F)=O)F)=O 7-bromo-3,8-difluoroquinoline-2,4(1h,3h)-dione